O1C=CC=2C=NC=C(C21)NC2CCN(CC2)CC(=O)N2CCCC2 (S)-1-(2-(4-(furo[3,2-c]pyridin-7-ylamino)piperidin-1-yl)acetyl)pyrrolidine